O[C@H]1CN(CC[C@H]1NC1=NC=C(C=C1)C(F)(F)F)S(=O)(=O)C1=CC=C(C=C1)C1=CC(=NC=C1)N1C(CN(CC1)C(=O)OC(C)(C)C)=O tert-butyl 4-(4-(4-(((3S,4R)-3-hydroxy-4-((5-(trifluoromethyl) pyridin-2-yl) amino) piperidin-1-yl) sulfonyl) phenyl) pyridin-2-yl)-3-oxopiperazine-1-carboxylate